tert-butyl (2S,4R)-4-hydroxy-2-[[4-(2-methylpyrazol-3-yl)phenyl]methylcarbamoyl]pyrrolidine-1-carboxylate O[C@@H]1C[C@H](N(C1)C(=O)OC(C)(C)C)C(NCC1=CC=C(C=C1)C=1N(N=CC1)C)=O